3,5-dichloro-1-(1-trifluoromethylvinyl)benzene ClC=1C=C(C=C(C1)Cl)C(=C)C(F)(F)F